CSC1=C(C(=O)OC)C=CC=C1 Methyl 2-(methylthio)-benzoate